4-allyloxy-2-hydroxybenzophenone C(C=C)OC1=CC(=C(C(=O)C2=CC=CC=C2)C=C1)O